S(=O)(=O)(ON1[C@@H]2CC[C@H](N(C1=O)C2)C(NC(=O)[C@H]2N(CCCC2)C(C)=O)=N)O (2S,5R)-2-(N-((S)-1-acetylpiperidine-2-carbonyl) carbamimidoyl)-7-oxo-1,6-diazabicyclo[3.2.1]octan-6-yl hydrogen sulfate